ClCC=1C=CC2=C(N=CS2)C1 5-(chloromethyl)benzo[d]thiazole